(5-(2-(dimethylamino)ethyl)-2,2-dimethyl-1,3-dioxolan-4-yl)methyl 2-heptylnonanoate C(CCCCCC)C(C(=O)OCC1OC(OC1CCN(C)C)(C)C)CCCCCCC